tert-butyl 4-[4-[5-chloro-2-(dimethylcarbamoyl)-4-fluoro-benzofuran-7-yl]-3-methoxy-phenyl]piperazine-1-carboxylate ClC=1C=C(C2=C(C=C(O2)C(N(C)C)=O)C1F)C1=C(C=C(C=C1)N1CCN(CC1)C(=O)OC(C)(C)C)OC